C(C)N1CCN(CC1)C1=CC=C2N=C3C(C4=C(C(C3=NC2=C1)=O)N=CC=C4)=O 9-(4-Ethylpiperazin-1-yl)pyrido[2,3-b]phenazin-5,12-dion